benzyl (S)-4-(trifluoromethyl)-1,2,3-oxathiazolidine-3-carboxylate FC([C@H]1N(SOC1)C(=O)OCC1=CC=CC=C1)(F)F